3-ethyl-N-{(1S)-1-(4-methylcyclohexyl)-2-oxo-2-[(2-oxospiro[indoline-3,4'-tetrahydropyran]-6-yl)amino]ethyl}isoxazole-4-carboxamide C(C)C1=NOC=C1C(=O)N[C@H](C(NC1=CC=C2C(=C1)NC(C21CCOCC1)=O)=O)C1CCC(CC1)C